C(=O)O.C(#N)C=1C(=NC=C(C1C1=CC(=C(C=C1)C#N)F)C1=CC(=C(C=C1)OC)O)N1CCC(CC1)NCC1CC=C(CC1)/C=C/C(=O)NO (E)-3-(4-(((1-(3-Cyano-4-(4-cyano-3-fluorophenyl)-5-(3-hydroxy-4-methoxyphenyl)pyridin-2-yl)piperidin-4-yl)amino)methyl)cyclohex-1-en-1-yl)-N-hydroxyacrylamide formate